((2-(trimethylsilyl)ethoxy)methyl)-7H-pyrrolo[2,3-d]pyrimidin-2-amine C[Si](CCOCC=1C2=C(N=C(N1)N)NC=C2)(C)C